5-methoxy-2,4-dihydroxypyrimidine COC=1C(=NC(=NC1)O)O